N-4-(aminobenzoyl)-β-alanine C1=CC(=CC=C1C(=O)NCCC(=O)O)N